C1(CC1)[C@H](C1=CC=C(C=C1)[S@@](=O)(N)=NC(NC1=C2CCCC2=CC=2CCCC12)=O)N(C)C |&1:10| (R,R) and (S,R)-4-(cyclopropyl(dimethylamino)methyl)-N'-((1,2,3,5,6,7-hexahydro-s-indacen-4-yl)carbamoyl)benzenesulfonimidamide